(S)-5-carbonyl-pyrrolidine-2-carboxylic acid C(=O)=C1CC[C@H](N1)C(=O)O